C(#N)C(CC(=O)OCC)(C1=CC=CC=C1)C1=CC=CC=C1 ethyl 3-cyano-3,3-diphenylpropionate